NC1=NC=C(C2=C1C=NN2)NC(C(=O)N(CC2=NC=CC=C2C)C(C)C(C)C)=O N1-(4-amino-1H-pyrazolo[4,3-c]pyridin-7-yl)-N2-(3-methylbutan-2-yl)-N2-((3-methylpyridin-2-yl)methyl)oxalamide